C(C(C)C)OC(C(C(C(=O)OCC(C)C)C(C)C)(C)C(C)C)=O 2,3-diisopropyl-2-methylsuccinic acid diisobutyl ester